4-(3-Chloro-2-fluoro-6-methoxyphenyl)-N-(6-((S)-2-hydroxypropoxy)benzo[d]thiazol-2-yl)-6-methylnicotinamide ClC=1C(=C(C(=CC1)OC)C1=CC(=NC=C1C(=O)NC=1SC2=C(N1)C=CC(=C2)OC[C@H](C)O)C)F